4-(4-aminophenyl)-3-(3-fluoro-4-(4-methylpyrimidin-2-yl)oxo-phenyl)-5-methyl-1H-pyrrole-2-carboxamide NC1=CC=C(C=C1)C=1C(=C(NC1C)C(=O)N)C1C(C(=C(C=C1)C1=NC=CC(=N1)C)F)=O